Bicyclo[2.2.1]hept-5-en-2-yl-trimethoxysilane hydrogen phosphate di(methacryloyloxyethyl)phosphate C(C(=C)C)(=O)OCCOP(=O)(OCCOC(C(=C)C)=O)O.P(=O)(O)(O)O.C12C(CC(C=C1)C2)[Si](OC)(OC)OC